N[C@H](CC1=C(C2=NSC(=C2S1)NCC=1SC=CC1)C=C)C 5-[(2S)-2-aminopropyl]-6-ethenyl-N-(thiophen-2-ylmethyl)thieno[3,2-c][1,2]thiazol-3-amine